Cl.Cl.CC1(OCC[C@H](C1)C1=NC=2C(=NC=CC2C2CCNCC2)N1)C |r| (Rac)-2-(2,2-dimethyltetrahydropyran-4-yl)-7-(4-piperidyl)-3H-imidazo[4,5-b]pyridine, dihydrochloride